[C].[Sn](=O)=O tin dioxide carbon